(2R,3R,4S)-2-[2-chloro-6-[(6-methyl-2-pyridyl)methylamino]purin-9-yl]tetrahydrothiophene ClC1=NC(=C2N=CN(C2=N1)[C@@H]1SCCC1)NCC1=NC(=CC=C1)C